diadamantanediol dimethacrylate C(C(=C)C)(=O)O.C(C(=C)C)(=O)O.C12(C(C3CC(CC(C1)C3)C2)O)O.C23(C(C1CC(CC(C2)C1)C3)O)O